(3S,4R)-4-(2,6-difluoro-4-methoxyphenyl)-3-({5-[5-(trifluoromethyl)pyridin-2-yl]-1,3,4-oxadiazol-2-yl}amino)pyrrolidin-2-one FC1=C(C(=CC(=C1)OC)F)[C@H]1[C@@H](C(NC1)=O)NC=1OC(=NN1)C1=NC=C(C=C1)C(F)(F)F